OC1=C(C(=CC(=C1)OC1OC(C(C(C1O)O)O)CO)O)C(CCC1=CC(=C(C=C1)O)OC)=O 1-[2,6-dihydroxy-4-[3,4,5-trihydroxy-6-(hydroxymethyl)oxan-2-yl]oxyphenyl]-3-(4-hydroxy-3-methoxyphenyl)propan-1-one